C1(CC1)N1N=C(C=C1)C1=CC(=C(C(=O)N[C@@H]2CNCC[C@H]2C2=CC(=C(C=C2)F)F)C=C1)F 4-(1-cyclopropyl-1H-pyrazol-yl)-N-((3S,4S)-4-(3,4-difluorophenyl)piperidin-3-yl)-2-fluorobenzamide